N[C@@H]1C2=CC=CC=C2CC12CCNCC2 (S)-1-amino-1,3-dihydro-spiro[indene-2,4'-piperidine]